FC(OC=1C=C(C=CC1)C(C)O)(F)F 1-(3-(trifluoromethoxy)phenyl)ethanol